FC=1C=NC(=NC1)C1=C(C(=NC=C1)NC1=C(N=NC(=C1)NC1=NC=C(C=C1)C(C)(C)O)C(=O)NC([2H])([2H])[2H])OC 4-{[4-(5-Fluoropyrimidin-2-yl)-3-methoxypyridin-2-yl]amino}-6-{[5-(2-hydroxypropan-2-yl)pyridin-2-yl]amino}-N-(2H3)methylpyridazin-3-carboxamid